NC1=NN=C(O1)C=1C(=CC(=C(C#N)C1)C)C1CCC1 5-(5-amino-1,3,4-oxadiazol-2-yl)-4-cyclobutyl-2-methylbenzonitrile